COC=1C=C(CNC2=C(C=NC3=CC=CC=C23)[N+](=O)[O-])C=CC1 N-(3-methoxybenzyl)-3-nitroquinolin-4-amine